C(C)(C)(C)OC(=O)N[C@H](C(=O)O)CCCC=1C=NC=CC1 (S)-2-((tert-Butoxycarbonyl)amino)-5-(pyridin-3-yl)pentanoic acid